BrC=1C=CC(=C2CCN(CC12)C(=O)OC(C)(C)C)O tert-butyl 8-bromo-5-hydroxy-3,4-dihydroisoquinoline-2(1H)-carboxylate